ClCCCC(=O)NC(P(OCC)(OCC)=O)P(OCC)(OCC)=O tetraethyl ((4-chlorobutanamido)methylene)bis(phosphonate)